5-(2-Bromo-4-methylbenzoyl)-2-chlorobenzenesulfonamide BrC1=C(C(=O)C=2C=CC(=C(C2)S(=O)(=O)N)Cl)C=CC(=C1)C